O[C@@H](C(C(=O)OC)(C)C)C1=CC(=C(C=C1)C)COCC1=CC=C(C=C1)OC Methyl (R)-3-hydroxy-3-(3-(((4-methoxybenzyl)oxy)methyl)-4-methylphenyl)-2,2-dimethyl-propanoate